6-chloro-N-(5-chloro-3,6-difluoropyridin-2-yl)-1H-pyrrolo[2,3-b]pyridine-3-sulfonamide ClC1=CC=C2C(=N1)NC=C2S(=O)(=O)NC2=NC(=C(C=C2F)Cl)F